C1(=CC=CC=C1)SC1=CC=C(C=C1)C1(C(=O)ON=CC(CCCCCC)=O)CC=CC=C1 1,2-octanedione 1-[4-(phenylthio)phenyl]-2-(O-benzoyl oxime)